ClC1=CC=C(C=C1)N1C=NN(C1=O)CC1=CC(=C(OC(C(=O)O)(C)C)C=C1)C 2-(4-((4-(4-chlorophenyl)-5-oxo-4,5-dihydro-1H-1,2,4-triazol-1-yl)methyl)-2-Methylphenoxy)-2-methylpropionic acid